1-[4-(phenylthio)phenyl]-octane-1-one-2-one-oxime C1(=CC=CC=C1)SC1=CC=C(C=C1)C(C(CCCCCC)=O)=NO